C(C1CO1)OCCC[SiH2]CCOCCOC γ-glycidoxypropylmethoxyethoxyethylsilane